C([C@@H]1[C@H]([C@@H]([C@H]([C@H](O1)OC2[C@@H]([C@H](C([C@H]([C@H]2O)O)O)O)O)[NH3+])O)O)O The molecule is conjugate acid of 1D-myo-inositol 2-amino-2-deoxy-alpha-D-glucopyranoside arising from protonation of the nitrogen. It is a conjugate acid of a 1D-myo-inositol 2-amino-2-deoxy-alpha-D-glucopyranoside.